(S)-3-(2,6-dichloro-4-(2-(4-(3-chloropropoxy)phenyl)propan-2-yl)phenoxy)propane-1,2-diyl diacetate C(C)(=O)OC[C@H](COC1=C(C=C(C=C1Cl)C(C)(C)C1=CC=C(C=C1)OCCCCl)Cl)OC(C)=O